OC(CCCCCCCCCCC(=O)O)CC=CCC=CCCCCCCCCCCC 12-Hydroxy-nonacosa-14,17-dienoic acid